4-bromo-N-(1-(6,7-difluoro-4-oxo-3,4-dihydrophthalazin-1-yl)ethyl)-3,5-difluoro-N-methylbenzamide BrC1=C(C=C(C(=O)N(C)C(C)C2=NNC(C3=CC(=C(C=C23)F)F)=O)C=C1F)F